C(CC)(=O)[O-].C(CC)(=O)[O-].[Na+].C(CCCCCCCCCCCCCCC)(=O)NCCNC(CCCCCCCCCCCCCCC)=O.[Na+] N,N'-dipalmitoyl-ethylenediamine sodium dipropionate